N'-(3,5-dimethoxybenzyl)-6-(6-isopropoxypyridin-3-yl)pyrazine-2-carbohydrazide COC=1C=C(CNNC(=O)C2=NC(=CN=C2)C=2C=NC(=CC2)OC(C)C)C=C(C1)OC